2,4,6-triaminostyrene NC1=C(C=C)C(=CC(=C1)N)N